NC1=NC(=CC=C1NC(OCC)=O)NCC1=CC(=CC=C1)OC Ethyl (2-amino-6-((3-methoxybenzyl)amino)pyridin-3-yl)carbamate